C(CC)NCCNCCN Propyl-diethylenetriamine